(S)-quinuclidin-3-yl (6-(2-ethylphenyl)-1,2,3,4-tetrahydronaphthalen-1-yl)carbamate C(C)C1=C(C=CC=C1)C=1C=C2CCCC(C2=CC1)NC(O[C@@H]1CN2CCC1CC2)=O